(Z)-8-chloro-6-methoxy-3,4-dihydronaphthalen-1(2H)-one-O-methyloxime CO\N=C/1\CCCC2=CC(=CC(=C12)Cl)OC